BrC1=C(C=C(C=C1)C=1N=NN(C1)[C@@H]1[C@H]([C@@H](O[C@H]2[C@@H]1OC(OC2)(C)C)C(=O)O)O)F (4aR,6R,7R,8R,8aR)-8-(4-(4-bromo-3-fluorophenyl)-1H-1,2,3-triazol-1-yl)-7-hydroxy-2,2-dimethylhexahydropyrano[3,2-d][1,3]dioxine-6-carboxylic acid